6-ethyl-1,4:5,8-dimethano-1,4,4a,5,6,7,8,8a-octahydronaphthalene C(C)C1C2C3C4C=CC(C3C(C1)C2)C4